N-(((2S,4S)-4-(aminomethyl)-1-benzylpyrrolidin-2-yl)methyl)-4,4''-difluoro-[1,1':3',1''-terphenyl]-5'-carboxamide NC[C@@H]1C[C@H](N(C1)CC1=CC=CC=C1)CNC(=O)C=1C=C(C=C(C1)C1=CC=C(C=C1)F)C1=CC=C(C=C1)F